NC=1C=C2CN(CC2=CC1)C(=O)OC(C)(C)C 5-amino-2-N-BOC-2,3-dihydroisoindole